C1(CCC1)N1C=2N(C3=C(C1=O)C=NC(=N3)NC3=CC=C(C=C3)N3CCN(CC3)C)CCN2 6-cyclobutyl-2-((4-(4-methylpiperazin-1-yl)phenyl)amino)-8,9-dihydroimidazo[1,2-a]pyrimido[5,4-e]pyrimidin-5(6H)-one